dioctadecyltetramethylindolone C(CCCCCCCCCCCCCCCCC)C(C=1C(N=C2C=C(C(=C(C12)C)C)C)=O)CCCCCCCCCCCCCCCCCC